[OH-].C[N+](C12CC3CC(CC(C1)C3)C2)(C)C trimethyl-1-adamantylammonium hydroxide